(4-isopropylcyclohexyl) cyclopentyl fumarate C(\C=C\C(=O)OC1CCCC1)(=O)OC1CCC(CC1)C(C)C